3-{2-cyano-1-[4-(7H-pyrroLo[2,3-d]pyrimidin-4-yl)-1H-pyrazol-1-yl]ethyl}-N-[4-(dimethylamino)phenyl]-benzenesulfonamide C(#N)CC(N1N=CC(=C1)C=1C2=C(N=CN1)NC=C2)C=2C=C(C=CC2)S(=O)(=O)NC2=CC=C(C=C2)N(C)C